ClC1=CC2=C(N(C(N=C2N2C[C@H](N(C[C@@H]2C)C(=O)OC(C)(C)C)C)=O)C=2C(=NC=CC2SC)C(C)C)N=C1Cl tert-butyl (2r,5s)-4-(6,7-dichloro-1-(2-isopropyl-4-(methylsulfanyl) pyridin-3-yl)-2-oxo-1,2-dihydropyrido[2,3-d]pyrimidin-4-yl)-2,5-dimethylpiperazine-1-carboxylate